5,12b-dihydro-1H,7H-chromeno[4,3-c][1,2,4]triazolo[1,2-a]pyridazine-1,3(2H)-dione C1(NC(N2N1C1C(=CC2)COC=2C=CC=CC21)=O)=O